C(C1=CC=CC=C1)=C1C(C2(CCC1C2(C)C)CS(=O)(=O)O)=O benzylidencamphorsulfonic acid